OCC1(CCC1)NC=1C2=C(N=C(N1)N1CCC(CC1)C=1SC=3N=CSC3N1)CC[S@]2=O (R)-4-((1-(Hydroxymethyl)cyclobutyl)amino)-2-(4-(thiazolo[5,4-d]thiazol-2-yl)piperidin-1-yl)-6,7-dihydrothieno[3,2-d]pyrimidine-5-oxide